COC1=CC=C(COC2=CC(=NC3=CC=CC=C23)C(=O)OC)C=C1 Methyl 4-((4-methoxybenzyl)oxy)quinoline-2-carboxylate